1,1-dimethylethyl N-[(1R,2S,4S)-2-hydroxy-4-[methoxy(methyl)carbamoyl]cyclohexyl]-N-methyl-carbamate O[C@@H]1[C@@H](CC[C@@H](C1)C(N(C)OC)=O)N(C(OC(C)(C)C)=O)C